C(C1=CC(C(=O)[O-])=CC=C1)(=O)[O-].CC(COC(C)CO)O.[K+].[K+] potassium dipropylene glycol isophthalate